CC1=C(C(=O)P(=O)(C(C2=C(C=C(C=C2C)C)C)=O)Cl)C(=CC(=C1)C)C bis(2,4,6-trimethylbenzoyl)phosphinic chloride